(R)-1-(3,3-difluoro-1-methylpiperidin-4-yl)-8-(6-(deutero-methoxy)pyridin-3-yl)-3-methyl-1,3-dihydro-2H-imidazo[4,5-c]quinolin-2-one FC1(CN(CC[C@H]1N1C(N(C=2C=NC=3C=CC(=CC3C21)C=2C=NC(=CC2)OC[2H])C)=O)C)F